COC1=C(C=CC=C1)N1N=CC=2C(C1=O)=C(N(C2C)C2=CC=CC=C2)C 2-(2-Methoxyphenyl)-5,7-dimethyl-6-phenyl-2,6-dihydro-1H-pyrrolo[3,4-d]pyridazin-1-one